C(C)OC1(COC1)C1=CNC2=NC=CC(=C21)OC2=C(C=C(NC=1OC[C@@](CN1)(C)CO)C=C2F)F |r| (+/-)-[2-(4-{[3-(3-ethoxyoxetan-3-yl)-1H-pyrrolo[2,3-b]pyridin-4-yl]oxy}-3,5-difluoroanilino)-5-methyl-5,6-dihydro-4H-1,3-oxazin-5-yl]methanol